ClC=1C(=CC(=C(C(=O)NC2=CC(=C(C=C2)F)C(N)=NO)C1)N1CCC(CCC1)(F)F)C(F)(F)F 5-chloro-2-(4,4-difluoroazepan-1-yl)-N-(4-fluoro-3-(N'-hydroxyamidino)phenyl)-4-(trifluoromethyl)benzamide